ClC1=CC2=C(S1)C1(CC(N(CC1)CC=1C=NN(C1)CCS(=O)(=O)C)C)OCC2OC 2-chloro-4-methoxy-2'-methyl-1'-[[1-(2-methylsulfonylethyl)pyrazol-4-yl]methyl]spiro[4,5-dihydrothieno[2,3-c]pyran-7,4'-piperidine]